(5-bromo-4-chloro-8-(methylamino)-2,7-naphthyridin-3-yl)cyclopropanecarboxamide BrC1=C2C(=C(N=CC2=C(N=C1)NC)C1(CC1)C(=O)N)Cl